BrC1=C(C(=O)O)C(=C(C(=C1C)OC(C1=C(C=C(C=C1C)OCOC)OC)=O)C)O 2-bromo-6-hydroxy-4-((2-methoxy-4-(methoxymethoxy)-6-methylbenzoyl)oxy)-3,5-dimethylbenzoic acid